o-xylene bis(N,N-diisobutyldithiocarbamate) C(C(C)C)N(C(S)=S)CC(C)C.C(C(C)C)N(C(S)=S)CC(C)C.C=1(C(=CC=CC1)C)C